(2S,4R)-1-((S)-1-amino-17-(tert-butyl)-15-oxo-3,6,9,12-tetraoxa-16-azaoctadecan-18-yl)-4-hydroxy-N-(4-(4-methylthiazol-5-yl)benzyl)pyrrolidine-2-carboxamide NCCOCCOCCOCCOCCC(N[C@H](CN1[C@@H](C[C@H](C1)O)C(=O)NCC1=CC=C(C=C1)C1=C(N=CS1)C)C(C)(C)C)=O